C(C)OC(=O)C=1N=C(SC1)N1N=C(C(=C1CC1CC1)CC1=CC(=C(C=C1)S(N)(=O)=O)F)OS(=O)(=O)C(F)(F)F 2-(5-(cyclopropylmethyl)-4-(3-fluoro-4-sulfamoylbenzyl)-3-(((trifluoromethyl)sulfonyl)oxy)-1H-pyrazol-1-yl)thiazole-4-carboxylic acid ethyl ester